[1-[4-[Methyl(tetrahydropyran-4-yl)amino]-5-oxido-6,7-dihydrothieno[3,2-d]pyrimidin-5-ium-2-yl]azetidin-3-yl]thiazole CN(C=1C2=C(N=C(N1)N1CC(C1)C=1SC=CN1)CC[S+]2[O-])C2CCOCC2